C1=CC=CC2=CC3=CC=CC=C3C(=C12)COC(CCC(=O)O)=O 4-(Anthracene-9-ylmethoxy)-4-oxobutanoic acid